tert-butyl (3-((6-bromobenzo[d]thiazol-2-yl)amino)propyl)carbamate BrC1=CC2=C(N=C(S2)NCCCNC(OC(C)(C)C)=O)C=C1